(E)-(1-methoxypent-1-en-3-yl)cyclobutane CO\C=C\C(CC)C1CCC1